C1(=CC(=CC=C1)NC1=CC=2C3(C4=CC=CC=C4C2C=C1)C1=CC=CC=C1C=1C=CC=CC13)C1=CC=CC=C1 N-([1,1'-biphenyl]-3-yl)-9,9'-spirobifluorene-2-amine